3-(benzylamino)butan-1-ol C(C1=CC=CC=C1)NC(CCO)C